[2-(dimethylaminomethyl)phenyl]boronic acid CN(C)CC1=C(C=CC=C1)B(O)O